7-[2-[(7-chloro-1,2,3,4-tetrahydroisoquinolin-6-yl)amino]-5-(trifluoromethyl)pyrimidin-4-yl]-1,1-dioxo-3,4-dihydro-2H-thieno[2,3-f][1,4]thiazepin-5-one ClC1=C(C=C2CCNCC2=C1)NC1=NC=C(C(=N1)C1=CC2=C(C(NCCS2(=O)=O)=O)S1)C(F)(F)F